2-(1-hydroxyethyl)-5-(piperazin-1-yl)-2,3-dihydro-1,4-benzodioxine OC(C)C1COC2=C(O1)C=CC=C2N2CCNCC2